ClC=1C(=C(CN2[C@@H](C[C@@](CC2)(C(=O)O)CC2=NC(=C(C(=C2F)C(C(C)(C)C)=O)F)NC2=NNC(=C2)C)C)C=CC1)F (2R,4R)-1-(3-chloro-2-fluorobenzyl)-4-((3,5-difluoro-6-((5-methyl-1H-pyrazol-3-yl)amino)-4-pivaloylpyridin-2-yl)methyl)-2-methylpiperidine-4-carboxylic acid